3-ethyl-3-phenylmethoxymethyl-oxetane C(C)C1(COC1)COCC1=CC=CC=C1